C1(CC2=CC=CC3=CC=CC1=C23)C2=CN=CN2 5-(1,2-dihydro-cyclopenta[3,2,1-ij]naphthalen-1-yl)-1H-imidazole